ClC1=CC(=C(C=C1)/C=C/C(=O)N[C@H](C(=O)N[C@H](C(=O)N[C@H](C=O)C[C@H]1C(NCC1)=O)CC(C)C)C(C)C)F (S)-2-((S)-2-((E)-3-(4-chloro-2-fluorophenyl)acrylamido)-3-methylbutanamido)-4-methyl-N-((S)-1-oxo-3-((S)-2-oxopyrrolidin-3-yl)propan-2-yl)pentanamide